CC1(OB(OC1(C)C)C1=CC=C(C=C1)N1C(C=CC=C1)=O)C 1-(4-(4,4,5,5-tetramethyl-1,3,2-dioxaborolan-2-yl)phenyl)pyridin-2(1H)-one